4-cyclopentadecylidenebutyl (2-(trimethylammonio)ethyl) phosphate P(=O)(OCCCC=C1CCCCCCCCCCCCCC1)(OCC[N+](C)(C)C)[O-]